CC1=CC=C(C=C1)S(=O)(=O)OCCCCN(C)C(=O)OC(C)(C)C 4-[tert-butoxycarbonyl(methyl)amino]butyl 4-methylbenzenesulfonate